FC(C(=O)O)(F)F.C(CCC)N1N=NC(=C1)C=1C(=C(C=CC1)[C@@]1(CC(N(C(N1)=N)[C@@H]1C[C@@H](OCC1)C)=O)C)Cl (6S)-6-[3-(1-Butyl-1,2,3-triazol-4-yl)-2-chlorophenyl]-2-imino-6-methyl-3-[(2S,4S)-2-methyl-tetrahydropyran-4-yl]hexahydro-pyrimidin-4-one trifluoroacetic acid salt